C(CC)O[Cu] propoxycopper